bis(2,3-diphenylquinoxaline) iridium [Ir].C1(=CC=CC=C1)C1=NC2=CC=CC=C2N=C1C1=CC=CC=C1.C1(=CC=CC=C1)C1=NC2=CC=CC=C2N=C1C1=CC=CC=C1